(1R,3S)-3-(3-{[(6-methoxypyridin-3-yl)acetyl]amino}-1H-pyrazol-5-yl)cyclopentyl (2R,3S)-3-methoxy-2-methylazetidine-1-carboxylate CO[C@@H]1[C@H](N(C1)C(=O)O[C@H]1C[C@H](CC1)C1=CC(=NN1)NC(CC=1C=NC(=CC1)OC)=O)C